C(C)(=O)O[C@H]1C[C@H]2CC[C@H]3[C@@H]4CC[C@H]([C@@H](CCC(=O)[O-])C)[C@]4([C@H](C[C@@H]3[C@]2(CC1)C)OC(C)=O)C 3α,12α-diacetoxy-5β-cholan-24-ate